CC1=CC(=NC(=N1)N1CCN(CC1)S(=O)(=O)C=1C=C2CCN(C2=CC1)C(C1=C(C=CC=C1)N(S(=O)(=O)C)C)=O)N1C[C@H](CC1)NC(OC(C)(C)C)=O tert-butyl (S)-(1-(6-methyl-2-(4-((1-(2-(N-methylmethylsulfonamido)benzoyl)indolin-5-yl)sulfonyl)piperazin-1-yl)pyrimidin-4-yl)pyrrolidin-3-yl)carbamate